C1(CC1)C([C@@H](C(=O)NC1=NC=C(N=C1)C=1C(=NNC1C)C)NC(=O)C=1N(N=CC1)CC)C1CC1 N-[(1S)-1-(dicyclopropylmethyl)-2-[[5-(3,5-dimethyl-1H-pyrazol-4-yl)pyrazin-2-yl]amino]-2-oxo-ethyl]-2-ethyl-pyrazole-3-carboxamide